ClC=1SC(=CN1)S(=O)(=O)N1CCC(CC1)C=1C(=CC=2N(C1)N=CN2)Cl 2-chloro-5-((4-(7-chloro-[1,2,4]triazolo[1,5-a]pyridin-6-yl)piperidin-1-yl)sulfonyl)thiazole